FC1=CC(=C(C(=O)NC2=C(C=C(C(=C2)C=2C=NC(=NC2)N2CCN(CCC2)C)F)N2C[C@H](N([C@H](C2)C)C)C)C=C1)C(F)(F)F |r| 4-fluoro-N-[4-fluoro-5-[2-(4-methyl-1,4-diazepan-1-yl)pyrimidin-5-yl]-2-[rac-(3R,5S)-3,4,5-trimethylpiperazin-1-yl]phenyl]-2-(trifluoromethyl)benzamide